ClC1=CC=C(C=C1)C(C)(C#C)C=1N=C(SC1)NC(C1=CC(=C(C=C1)N1CCNCC1)OC)=O N-(4-(2-(4-chlorophenyl)but-3-yn-2-yl)thiazol-2-yl)-3-methoxy-4-(piperazin-1-yl)benzamide